CCCC(CC)OC(O[C@]1(O[C@H]([C@@H]2OC(O[C@@H]21)(C)C)C2=CC=C1C(=NC=NN12)N)C#N)=O carbonic acid ((3aS,4R,6S,6aS)-6-(4-aminopyrrolo[2,1-f][1,2,4]triazin-7-yl)-4-cyano-2,2-dimethyltetrahydrofurano[3,4-d][1,3]dioxol-4-yl) methylpent-3-yl ester